N-(4-bromopyridin-2-yl)-2-{4,7-diazaspiro[2.5]oct-7-yl}acetamide BrC1=CC(=NC=C1)NC(CN1CCNC2(CC2)C1)=O